COC=1C=CC=C2C(NC=NC12)=O 8-methoxyquinazolin-4(3H)-one